C(CCCCC)N1N=NC(=C1)C=1C=CC(=C(C=O)C1)OC(F)(F)F 5-(1-hexyl-1H-1,2,3-triazol-4-yl)-2-(trifluoromethoxy)benzaldehyde